(S)-7-((9,9-difluoro-9H-fluorene-2-carbonyl)glycyl)-1,4-dioxa-7-azaspiro[4.4]nonane-8-carboxylic acid FC1(C2=CC=CC=C2C=2C=CC(=CC12)C(=O)NCC(=O)N1CC2(OCCO2)C[C@H]1C(=O)O)F